Cl.CN1N=C2C(=CC(=CC2=C1)C=1C=C2C(=NC1)N=C(S2)N(C2CCNCC2)C)C 6-(2,7-dimethyl-2H-indazol-5-yl)-N-methyl-N-(piperidin-4-yl)[1,3]thiazolo[4,5-b]pyridin-2-amine hydrochloride